calcium neodymium silicate oxygen [O+2].[Si]([O-])([O-])([O-])[O-].[Nd+3].[Ca+2]